FC(C(=O)O)(F)F.FC(C(=O)O)(F)F.FC(C(=O)O)(F)F.FC(C(=O)O)(F)F.FC(C(=O)O)(F)F.C(=O)(O)CN1CCN(CCN(CCN(CC1)CC(=O)O)CC(=O)O)CC(=O)NCC1=CC=C(C=C1)NC(=O)N[C@@H](CCSC)C(=O)N[C@@H]([C@@H](C)CC)C(=O)NCCN N-{[4-({2-[4,7,10-tris(carboxymethyl)-1,4,7,10-tetraazacyclododecan-1-yl]acetamido}methyl)phenyl]carbamoyl}-L-methionyl-N1-(2-aminoethyl)-L-isoleucinamide pentakis(trifluoroacetate)